((1-(tert-Butoxycarbonyl)piperidin-4-yl)oxy)-5-fluoropyridine methyl-formate COC=O.C(C)(C)(C)OC(=O)N1CCC(CC1)OC1=NC=C(C=C1)F